FC1=C2CN(CC2=CC=C1)C(=O)C=1C=C2CN(C(C2=CC1)=O)C1C(NC(CC1)=O)=O 3-(5-(4-fluoroisoindoline-2-carbonyl)-1-oxoisoindolin-2-yl)piperidine-2,6-dione